2,2,3,3-tetramethyl-N-[5-(5-methyl-1,2,4-oxadiazol-3-yl)-2-pyridyl]cyclopropanecarboxamide CC1(C(C1(C)C)C(=O)NC1=NC=C(C=C1)C1=NOC(=N1)C)C